BrC=1C(=C2C(=NC1)NC[C@@]21C[C@@H]([C@H](C1)OC)O)Cl |r| (1RS,3SR,4SR)-5'-bromo-4'-chloro-4-methoxy-1',2'-dihydrospiro[cyclopentane-1,3'-pyrrolo[2,3-b]pyridin]-3-ol